FC1(CC1)CN1C(=CC2=CC=CC(=C12)OC)C1=NC=2C(=NC=3CCNC(C3C2)=O)N1C 2-(1-((1-fluorocyclopropyl)methyl)-7-methoxy-1H-indol-2-yl)-3-methyl-3,5,6,7-tetrahydro-8H-imidazo[4,5-b][1,6]naphthyridin-8-one